O1C(OCC1)C1=CC=C(C=C1)NC=O N-[4-(1,3-dioxolan-2-yl)phenyl]formamide